ClC1=C(C=CC=C1)C(C)N1C2=C(OCC1)C=CC(=C2)C(=O)NO 4-(1-(2-chlorophenyl)ethyl)-N-hydroxy-3,4-dihydro-2H-benzo[b][1,4]oxazine-6-carboxamide